(2R,4S)-4-Amino-2-(hydroxymethyl)pyrrolidine-1-carboxylate N[C@H]1C[C@@H](N(C1)C(=O)[O-])CO